FC(C=1C(=NC=2CN(CCC2C1)C(=O)OC(C)(C)C)O)F tert-butyl 3-(difluoromethyl)-2-hydroxy-6,8-dihydro-5H-1,7-naphthyridine-7-carboxylate